[3-(tert-butoxycarbonylamino) cyclopentyl]Ethyl acetate C(C)(=O)OCCC1CC(CC1)NC(=O)OC(C)(C)C